COC1=CC=C(C=C1)NC(=O)C=1C(N(C2=CC(=CC=C2C1)C)C)=O N-(4-methoxyphenyl)-1,7-dimethyl-2-oxo-quinoline-3-carboxamide